heneicosyl-trimethylammonium chloride [Cl-].C(CCCCCCCCCCCCCCCCCCCC)[N+](C)(C)C